FC1(CCN(CC1)C=1C=2N(C=C(N1)NC(C1=C(C=C(C=C1)I)N1CCC3(CC3)CC1)=O)C(=C(N2)C)C)F N-(8-(4,4-difluoropiperidin-1-yl)-2,3-dimethylimidazo[1,2-a]pyrazin-6-yl)-4-iodo-2-(6-azaspiro[2.5]oct-6-yl)benzamide